C(#N)C=1C=CC(=C(C1)N1/C(/SCC1=O)=N/C(=O)NC1=C(C=C(C=C1)C1=NN(C=N1)C1=CC=C(C=C1)S(=O)(=O)C(F)(F)F)C#N)C(C)C (Z)-1-(3-(5-cyano-2-isopropylphenyl)-4-oxothiazolidin-2-ylidene)-3-(2-cyano-4-(1-(4-((trifluoromethyl)sulfonyl)phenyl)-1H-1,2,4-triazol-3-yl)phenyl)urea